C(C1CO1)OC=1C=C(C=2C(C3=CC=CC=C3SC2C1)=O)O 3-(glycidoxy)-1-hydroxy-thioxanthone